C(N1C(=NC=C1C(O)([2H])[2H])[N+](=O)[O-])([2H])([2H])[2H] (1-Methyl-d3-nitro-1H-imidazol-5-yl)methane-d2-ol